(S)-3-(5-bromo-1-(1-cyclopropylazetidin-3-yl)-2-(2-(1-methoxyethyl)pyridin-3-yl)-1H-indol-3-yl)-2,2-dimethylpropan-1-ol BrC=1C=C2C(=C(N(C2=CC1)C1CN(C1)C1CC1)C=1C(=NC=CC1)[C@H](C)OC)CC(CO)(C)C